ClC1=CC=C(C=C1)NC(=O)N[C@@H]1C(NC[C@H]1C1=CC=C(C=C1)OC)=O |r| (±)-trans-1-(4-chlorophenyl)-3-[4-(4-methoxyphenyl)-2-oxopyrrolidin-3-yl]urea